C(C1=CC=C(C=C1)OC)(=O)C1=C(C=CC(=C1)OC)C(=O)C(=O)C1=CC=C(C=C1)OC anisoyl-(4,4'-dimethoxybenzil)